ethyl 4-cyclopropyl-3-(tetrahydrofuran-3-yl)isothiazole-5-carboxylate C1(CC1)C=1C(=NSC1C(=O)OCC)C1COCC1